NCCCNCCS(=O)(=O)O N-(3-aminopropyl)-2-aminoethanesulphonic acid